2-methyl-5-((4-methylphenyl)sulfonylamino)-N-(pyridin-3-ylmethyl)benzamide CC1=C(C(=O)NCC=2C=NC=CC2)C=C(C=C1)NS(=O)(=O)C1=CC=C(C=C1)C